4-(2,4-difluorophenyl)-2-hydroxy-7-(4-methylthiazol-5-yl)-1,5-naphthyridine-3-carbonitrile FC1=C(C=CC(=C1)F)C1=C(C(=NC2=CC(=CN=C12)C1=C(N=CS1)C)O)C#N